8-(tert-butyl) 2-methyl (1S,5R)-4-oxo-3,8-diazabicyclo[3.2.1]octane-2,8-dicarboxylate O=C1NC([C@@H]2CC[C@H]1N2C(=O)OC(C)(C)C)C(=O)OC